[N+](=O)(O)[O-].C1(=CC=CC=C1)[Cu]C1=CC=CC=C1 diphenylcopper nitrate